N-(5-cyano-4-((1-mercapto-2-methylpropan-2-yl)amino)pyridin-2-yl)-7-formyl-6-((4-methyl-2-oxopiperazin-1-yl)methyl)-3,4-dihydro-1,8-naphthyridine-1(2H)-carboxamide C(#N)C=1C(=CC(=NC1)NC(=O)N1CCCC2=CC(=C(N=C12)C=O)CN1C(CN(CC1)C)=O)NC(CS)(C)C